4-((3R,5S)-3,5-dimethylpiperazin-1-yl)-N-(8-methoxy-2-methylimidazo[1,2-a]pyrazin-6-yl)-2,3-dihydro-1H-pyrrolo[2,3-b]pyridine-1-carboxamide 2,2,2-trifluoroacetate FC(C(=O)O)(F)F.C[C@@H]1CN(C[C@@H](N1)C)C1=C2C(=NC=C1)N(CC2)C(=O)NC=2N=C(C=1N(C2)C=C(N1)C)OC